COC(\C=C\CC[C@@H](C(=O)NC=1C(N(C=CC1)CC(=O)NC1C2CC3CC(CC1C3)C2)=O)NC(=O)C=2SC(=CC2Br)Br)=O (S,E)-Methyl-6-(3,5-dibromothiophen-2-carboxamido)-7-(1-(2-(2-adamantylamino)-2-oxoethyl)-2-oxo-1,2-dihydropyridin-3-ylamino)-7-oxohept-2-enoat